3,3,4,4,5,5,5-heptafluoro-1-iodopent-1-ene FC(C=CI)(C(C(F)(F)F)(F)F)F